4-(pentafluoro-λ6-sulfaneyl)-N-(5-propyl-1,3,4-oxadiazol-2-yl)benzamide FS(C1=CC=C(C(=O)NC=2OC(=NN2)CCC)C=C1)(F)(F)(F)F